3,6-bis[5-(4,4,5,5-tetramethyl-1,3,2-dioxaborolan-2-yl)thiophen-2-yl]pyrrolo[3,4-c]pyrrol-1,4(2H,5H)-dione CC1(OB(OC1(C)C)C1=CC=C(S1)C=1NC(C2=C(NC(C21)=O)C=2SC(=CC2)B2OC(C(O2)(C)C)(C)C)=O)C